FC(C=1C=NC=C(C1)[C@@H]1[C@H](C1)B1OC(C(O1)(C)C)(C)C)F 3-(difluoromethyl)-5-((1S,2S)-2-(4,4,5,5-tetramethyl-1,3,2-dioxaborolan-2-yl)cyclopropyl)pyridine